C(C)(C)N(C(C)C)CCC1=CNC=2C1=NC(=CC2)OC N-isopropyl-N-(2-(5-methoxy-1H-pyrrolo[3,2-B]pyridin-3-yl)ethyl)propan-2-amine